Cl.NC1CC(CCC1)O 3-aminocyclohexan-1-ol HCl salt